tert-butyl 4-(4'-chloro-5'-oxo-5'H-spiro[cyclohexane-1,7'-indolo[1,2-a]quinazolin]-9'-yl)-3'-oxo-[1,4'-bipiperidine]-1'-carboxylate ClC=1C=2C(N=C3N(C2C=CC1)C1=CC=C(C=C1C31CCCCC1)C1CCN(CC1)C1C(CN(CC1)C(=O)OC(C)(C)C)=O)=O